C1(CCCC1)N1[C@@H](C(N(C=2C=NC(=NC12)N(C1=C(C=C(C(=O)O)C=C1)OC)C)C)=O)CC 4-[[(7R)-8-cyclopentyl-7-ethyl-5-methyl-6-oxo-7H-pteridin-2-yl]-methyl-amino]-3-methoxy-benzoic acid